(S)-3-hydroxy-4-methylpentanoic acid methyl ester COC(C[C@@H](C(C)C)O)=O